C(C1=CC=CC=C1)OC(=O)N1CCC(=C[C@H]1C1=CC=C(C=C1)C(=O)OC)C=1C=NN(C1)C (S)-6-(4-(methoxycarbonyl)phenyl)-4-(1-methyl-1H-pyrazol-4-yl)-3,6-dihydropyridine-1(2H)-Carboxylic acid benzyl ester